(2,3,7,8,12,13,17,18-octaethyl)-21H,23H-porphyrin platinum (II) [Pt+2].C(C)C1=C2NC(=C1CC)C=C1C(=C(C(=N1)C=C1C(=C(C(N1)=CC=1C(=C(C(N1)=C2)CC)CC)CC)CC)CC)CC